6-cyclopropyl-1-(4-fluorophenylmethyl)-2-oxo-N-(spiro[3.3]hept-2-yl)-1,2-dihydro-1,8-naphthyridine-3-carboxamide C1(CC1)C=1C=C2C=C(C(N(C2=NC1)CC1=CC=C(C=C1)F)=O)C(=O)NC1CC2(C1)CCC2